2-chloro-5-bromo-3-nitrobenzotrifluoride ClC1=C(C=C(C=C1[N+](=O)[O-])Br)C(F)(F)F